COC=1N=C2C(=C3C(=NC2=CC1OCCCN1CCCC1)CCC3)NC3CCN(CC3)C=3C=NC=CC3 N-{2-methoxy-3-[3-(pyrrolidin-1-yl)propoxy]-6H,7H,8H-cyclopenta[b]1,5-naphthyridin-9-yl}-1-(pyridin-3-yl)piperidin-4-amine